N-(4-methoxybenzyl)-1-(9-(4-methoxybenzyl)-2-(6-methylpyridin-2-yl)-9H-purin-6-yl)-1H-pyrazolo[4,3-c]pyridin-4-ylamine COC1=CC=C(CNC2=NC=CC3=C2C=NN3C3=C2N=CN(C2=NC(=N3)C3=NC(=CC=C3)C)CC3=CC=C(C=C3)OC)C=C1